ClC1=CNC2=C(C=CC(=C12)Cl)C=1C(=C(C=CC1S(=O)(=O)N1CCN(CC1)C(C(F)(F)F)=O)S(=O)(=O)N)F (3,4-dichloro-1H-indol-7-yl)-2-fluoro-4-((4-(2,2,2-trifluoroacetyl)piperazin-1-yl)sulfonyl)benzenesulfonamide